(S)-N-(7-(3-hydroxy-3-methylbut-1-yn-1-yl)-5-methyl-4-oxo-2,3,4,5-tetrahydrobenzo[b][1,4]oxazepin-3-yl)-4-(pyridin-3-ylmethyl)pyridineamide OC(C#CC1=CC2=C(OC[C@@H](C(N2C)=O)NC(=O)C2=NC=CC(=C2)CC=2C=NC=CC2)C=C1)(C)C